C=1N=CN2C1C1=CC=CC=C1C2C2CCC1(CN(C1)C(=O)OC(C)(C)C)CC2 tert-butyl 7-(5H-imidazo[5,1-a]isoindol-5-yl)-2-azaspiro[3.5]nonane-2-carboxylate